NC1=NNC(C2=C1N(N=C2C2CCCC2)C2=CC(=C(CNC(C1=C(C=CC(=C1)F)OC)=O)C=C2)F)=O N-(4-(7-amino-3-cyclopentyl-4-oxo-4,5-dihydro-1H-pyrazolo[3,4-d]pyridazin-1-yl)-2-fluorobenzyl)-5-fluoro-2-methoxybenzamide